Cl.NC1=NC=C(C2=C1C=NN2)NC(=O)C(=O)N(CC2=NC=C(C=C2)C(F)(F)F)CC2=C(C=CC=C2)Cl N-(4-amino-1H-pyrazolo[4,3-c]pyridin-7-yl)-N'-[(2-chlorophenyl)methyl]-N'-[[5-(trifluoromethyl)-2-pyridyl]methyl]oxamide Hydrogen chloride